S(N)(OC[C@@H]1OC(O[C@H]1C1=C(C=CC=C1)I)C1=CC=CC=C1)(=O)=O ((4S,5S)-5-(2-iodophenyl)-2-phenyl-1,3-dioxolan-4-yl)methyl sulfamate